[4-[4-(3-nitrophenyl)piperazin-1-yl]phenyl]carbamate [N+](=O)([O-])C=1C=C(C=CC1)N1CCN(CC1)C1=CC=C(C=C1)NC([O-])=O